CN(CCOC1=C(C=C(C(=O)OC)C=C1)C)C methyl 4-[2-(dimethylamino)ethoxy]-3-methylbenzoate